5-(3-fluoropropyl)-4,6-dimethoxypyrimidine-2-amine FCCCC=1C(=NC(=NC1OC)N)OC